ClCCCCCCOCCOCCNC(=O)C1=CC=C2C(C(C3(C4=CC=C(C=C4OC=4C=C(C=CC34)N3CC(C3)C(=O)N3CCCC3)N3CC(C3)C(=O)N3CCCC3)C2=C1)=[N+]=[N-])=O N-(2-(2-((6-chlorohexyl)oxy)ethoxy)ethyl)-2-diazo-3-oxo-3',6'-bis(3-(pyrrolidine-1-carbonyl)azetidin-1-yl)-2,3-dihydrospiro[indene-1,9'-xanthene]-6-carboxamide